[5-(methoxymethyl)-2-(trifluoromethyl)phenyl]methanamine COCC=1C=CC(=C(C1)CN)C(F)(F)F